1-[3-[(5-bromopyrazin-2-yl)oxy]pyrrolidin-1-yl]ethanone BrC=1N=CC(=NC1)OC1CN(CC1)C(C)=O